3-[6-[1-[(5-methoxy-2-pyridyl)methyl]pyrazol-4-yl]benzofuran-3-yl]piperidine-2,6-dione COC=1C=CC(=NC1)CN1N=CC(=C1)C1=CC2=C(C(=CO2)C2C(NC(CC2)=O)=O)C=C1